N-(2-aminoethyl)-2-aminoethylmethyldiethoxysilane NCCNCC[Si](OCC)(OCC)C